N1=CC=C(C=C1)[C@@]1(CCOC2(CCCC2)C1)CCNCC=1C=NC=CC1C(F)(F)F {2-[(9R)-9-(pyridin-4-yl)-6-oxaspiro[4.5]decan-9-yl]ethyl}({[4-(trifluoromethyl)pyridin-3-yl]methyl})amine